(S)-ethyl 2-(1-(tert-butoxycarbonyl) pyrrolidin-2-yl)-4-(4-((4-methylpyridin-2-yl) carbamoyl) phenyl)-1H-imidazole-5-carboxylate C(C)(C)(C)OC(=O)N1[C@@H](CCC1)C=1NC(=C(N1)C1=CC=C(C=C1)C(NC1=NC=CC(=C1)C)=O)C(=O)OCC